5-Ethyl-6-fluoro-4-(8-fluoro-2-(((2R,7aS)-2-fluorotetrahydro-1H-pyrrolizin-7a(5H)-yl)methoxy)-4-((S)-3-(hydroxymethyl)piperidin-1-yl)pyrido[4,3-d]pyrimidin-7-yl)naphthalen-2-ol C(C)C1=C2C(=CC(=CC2=CC=C1F)O)C1=C(C=2N=C(N=C(C2C=N1)N1C[C@H](CCC1)CO)OC[C@]12CCCN2C[C@@H](C1)F)F